4-(1-Cyclohexyl-4-(4-fluorophenyl)-1H-imidazol-5-yl)-N-(cyclohexylmethyl)pyrimidin-2-amine C1(CCCCC1)N1C=NC(=C1C1=NC(=NC=C1)NCC1CCCCC1)C1=CC=C(C=C1)F